COC(C1=C(C(=NC=C1)C)C1=CC=CC2=C1OCC(N2)=O)=O methyl-3-(3-oxo-3,4-dihydro-2H-benzo[b][1,4]oxazin-8-yl)isonicotinic acid methyl ester